(3R)-3-{2-fluoro-4-[(3-methylbut-2-en-1-yl)oxy]Phenyl}hex-4-ynoic acid methyl ester COC(C[C@H](C#CC)C1=C(C=C(C=C1)OCC=C(C)C)F)=O